1-(3-(((3-(diethylamino)propoxy)carbonyl)oxy)pentadecyl) 10-octyl decanedioate C(CCCCCCCCC(=O)OCCCCCCCC)(=O)OCCC(CCCCCCCCCCCC)OC(=O)OCCCN(CC)CC